trifluoromethyl (dimethylsilyl) phosphite P(OC(F)(F)F)(O[SiH](C)C)[O-]